(R)-2-methyl-N-((R)-1-(2-methyl-3-(difluoromethyl)phenyl)ethyl)propane-2-sulfinamide CC(C)(C)[S@@](=O)N[C@H](C)C1=C(C(=CC=C1)C(F)F)C